2-Difluoromethyl-1-ethyl-8-[1-(3-hydroxymethyl-benzyl)-1H-pyrazol-4-yl]-1,7-dihydro-purin-6-one FC(C=1N(C(C=2NC(=NC2N1)C=1C=NN(C1)CC1=CC(=CC=C1)CO)=O)CC)F